COC(=O)[C@@H]1CC[C@H](CC1)OC1=NC=C(C=C1)C trans-4-((5-Methylpyridin-2-yl)oxy)cyclohexanecarboxylic acid methyl ester